N-methyl-azepan-4-one CN1CCC(CCC1)=O